FC1(CC(C1)N1C(=NC2=NC=C(C=C21)C=2C=CN1N=C(N=CC12)N[C@@H]1C[C@H](C1)N)C)F trans-N1-(5-(1-(3,3-difluorocyclobutyl)-2-methyl-1H-imidazo[4,5-b]pyridin-6-yl)pyrrolo[2,1-f][1,2,4]triazin-2-yl)cyclobutane-1,3-diamine